5-[(2R)-4-[4-chloro-2-(trifluoromethyl)benzoyl]-2-ethylpiperazin-1-yl]-2'-ethoxy-N-[2-(methylamino)ethyl]-[2,3'-bipyridine]-6-carboxamide ClC1=CC(=C(C(=O)N2C[C@H](N(CC2)C=2C=CC(=NC2C(=O)NCCNC)C=2C(=NC=CC2)OCC)CC)C=C1)C(F)(F)F